(S)-5-fluoro-6-(2-(1-methyl-1H-pyrazol-4-yl)morpholino)-2-(methylthio)pyrimidin-4-amine FC=1C(=NC(=NC1N1C[C@@H](OCC1)C=1C=NN(C1)C)SC)N